(1S,2S)-N-(1-cyano-4-(6-((R)-1-hydroxybutyl)-4-methylpyridin-3-yl)imidazo[1,2-a][1,6]naphthyridin-8-yl)-2-fluorocyclopropane-1-carboxamide C(#N)C1=CN=C2N1C1=CC(=NC=C1C=C2C=2C=NC(=CC2C)[C@@H](CCC)O)NC(=O)[C@H]2[C@H](C2)F